C(=O)(OC(C)(C)C)N1C(CCC1)C1=NN(C(=C1)C(N)=O)C 1-Boc-2-(5-carbamoyl-1-methyl-1H-pyrazol-3-yl)pyrrolidine